N-(4-{[6-(5-chloro-2-fluoro-phenyl)-3-{methyl[(3-methyl-2-oxooxolan-3-yl)methyl]-amino}pyridazin-4-yl]amino}-pyridin-2-yl)-3-(4-methylpiperazin-1-yl)propanamide ClC=1C=CC(=C(C1)C1=CC(=C(N=N1)N(CC1(C(OCC1)=O)C)C)NC1=CC(=NC=C1)NC(CCN1CCN(CC1)C)=O)F